benzyl (6R)-6-{[7-cyano-2-(1H-pyrazol-4-yl)[1,2,4]triazolo[1,5-c]quinazolin-5-yl]amino}-5-oxo-1,4-diazepane-1-carboxylate C(#N)C1=CC=CC=2C=3N(C(=NC12)N[C@H]1C(NCCN(C1)C(=O)OCC1=CC=CC=C1)=O)N=C(N3)C=3C=NNC3